IC=1C=NN(C1C)CC12CC3(C[C@@H](C[C@H](C1)C3)C2)C(=O)O (1s,3r,5R-7S)-3-((4-iodo-5-methyl-1H-pyrazol-1-yl)methyl)adamantane-1-carboxylic acid